5-(tert-butyl)-N-(3-fluoro-2-methyl-4-(7-(1-methyl-1H-pyrazol-4-yl)imidazo[1,2-c]pyrimidin-5-yl)benzyl)-1,2,4-oxadiazole-3-carboxamide C(C)(C)(C)C1=NC(=NO1)C(=O)NCC1=C(C(=C(C=C1)C1=NC(=CC=2N1C=CN2)C=2C=NN(C2)C)F)C